(S)-4-((2-((2-methylpyridin-3-yl)oxy)ethyl)(4-(5,6,7,8-tetrahydro-1,8-naphthyridin-2-yl)butyl)amino)-2-(pyrimidin-4-ylamino)butanoic acid CC1=NC=CC=C1OCCN(CC[C@@H](C(=O)O)NC1=NC=NC=C1)CCCCC1=NC=2NCCCC2C=C1